ferrocene chloride [Cl-].[CH-]1C=CC=C1.[CH-]1C=CC=C1.[Fe+2]